N-cyclopentyl-N'-(3-(octahydroindolizin-7-yl)-1H-indol-5-yl)urea C1(CCCC1)NC(=O)NC=1C=C2C(=CNC2=CC1)C1CCN2CCCC2C1